tert-Butyl [(1s,3s)-3-({5-[3-(2,6-difluorophenyl)-5-methylpyridin-2-yl]-4,5-dihydro-1,2-oxazol-3-yl}oxy) cyclobutyl]carbamate FC1=C(C(=CC=C1)F)C=1C(=NC=C(C1)C)C1CC(=NO1)OC1CC(C1)NC(OC(C)(C)C)=O